C12(CC3CC(CC(C1)C3)C2)C=2N=C(C3=CC=CC=C3C2)C 3-((3r,5r,7r)-adamantan-1-yl)-1-methylisoquinoline